ClC1=C(C=CC=C1)C(CN1N=CN=N1)=O 1-(2-chlorophenyl)-2-(2H-tetrazol-2-yl)ethan-1-one